[Br-].C(C1=CC=CC=C1)ON1C(C(CC1)[P+](C1=CC=CC=C1)(C1=CC=CC=C1)C1=CC=CC=C1)=O (1-(benzyloxy)-2-oxopyrrolidin-3-yl)triphenylphosphonium bromide